ethyl 3-((2-(1-(trifluoromethyl)-3-oxocyclobutoxy) ethyl) amino)-1H-pyrrole-2-carboxylate FC(C1(CC(C1)=O)OCCNC1=C(NC=C1)C(=O)OCC)(F)F